trisilyl-propynyl phosphate P(=O)(OC#CC([SiH3])([SiH3])[SiH3])([O-])[O-]